1-(6-(8-(but-3-en-1-yloxy)imidazo[1,2-a]pyridin-6-yl)pyrimidin-4-yl)-N-ethylethan-1-amine C(CC=C)OC=1C=2N(C=C(C1)C1=CC(=NC=N1)C(C)NCC)C=CN2